FC=1C=C(C=2[C@@H](CCCC2C1)C1=C2C[C@H]([C@H](C2=C(C=C1)S(=O)(=O)C)O)F)C#N (8S)-3-fluoro-8-((1S,2R)-2-fluoro-1-hydroxy-7-(methylsulfonyl)-2,3-dihydro-1H-inden-4-yl)-5,6,7,8-tetrahydronaphthalene-1-carbonitrile